n-Hexylphosphonat C(CCCCC)P([O-])([O-])=O